(20S)-20-(1-Methanesulfonyloxymethyl)-pregna-4,6-dien-3-one CS(=O)(=O)OC[C@@H](C)[C@H]1CC[C@H]2[C@@H]3C=CC4=CC(CC[C@]4(C)[C@H]3CC[C@]12C)=O